N-ethyl-N-(2,2,2-trifluoro-1-(4-fluorophenyl)ethyl)-2,3-dihydrobenzo[b]thiophene-6-sulfonamide 1,1-dioxide C(C)N(S(=O)(=O)C=1C=CC2=C(S(CC2)(=O)=O)C1)C(C(F)(F)F)C1=CC=C(C=C1)F